C(C)(=O)C1=CC=C(C(=C1OCC(=O)O)OC)OC 2-(6-acetyl-2,3-dimethoxyphenoxy)acetic acid